C(C)(C)(C)[Si](OCC=1N(C(=NN1)[C@@H]1CC[C@H](CC1)N1N=NC(=C1)C1(CCN(CC1)C)F)C)(C1=CC=CC=C1)C1=CC=CC=C1 4-(1-{trans-4-[5-({[tert-butyl-(diphenyl)silyl]oxy}methyl)-4-methyl-4H-1,2,4-triazol-3-yl]cyclohexyl}-1H-1,2,3-triazol-4-yl)-4-fluoro-1-methylpiperidine